COC(=O)C1=CN(C(=C1)C1=NC=C(C=C1)Br)C 5-(5-bromopyridin-2-yl)-1-methyl-1H-pyrrole-3-carboxylic acid methyl ester